C1=CC=CC=2C3=CC=CC=C3C(C12)COC(=O)N1C(C(CC1)CC1=CC=CC=C1)C(=O)O (((9H-fluoren-9-yl)methoxy)carbonyl)-3-benzylpyrrolidine-2-carboxylic acid